O=C1NC(CCC1N1C(C2=CC=C(C=C2C1)NC(=O)N1[C@@H](CC2=C(C=CC=C12)F)COC)=O)=O (2S)-N-(2-(2,6-dioxopiperidin-3-yl)-1-oxoisoindolin-5-yl)-4-fluoro-2-(methoxymethyl)indoline-1-carboxamide